2-(3-(diphenyl(3-(4,4,5,5-tetramethyl-1,3,2-dioxaborolan-2-yl)phenyl)silyl)phenyl)-4,6-diphenyl-1,3,5-triazine C1(=CC=CC=C1)[Si](C=1C=C(C=CC1)C1=NC(=NC(=N1)C1=CC=CC=C1)C1=CC=CC=C1)(C1=CC(=CC=C1)B1OC(C(O1)(C)C)(C)C)C1=CC=CC=C1